methyl trans-3-amino-1-methylcyclobutane-1-carboxylate NC1CC(C1)(C(=O)OC)C